FC1=CC=C(C=C1)N1CCN(C2=CC=CC=C12)C(CCN1[C@@H](CCCC1)C)=O (R)-1-(4-(4-fluorophenyl)-3,4-dihydroquinoxaline-1(2H)-yl)-3-(2-methylpiperidin-1-yl)propan-1-one